CC1=C(C=CC(=C1)C)C1CCC=2N(C1)C(N(N2)C2=NC=CC=C2)=O 6-(2,4-dimethylphenyl)-2-(pyridin-2-yl)-5,6,7,8-tetrahydro-[1,2,4]triazolo[4,3-a]pyridin-3(2H)-one